O[C@H](C(=O)NC1=C(C2=C(C(OC(C2)(C)C)(C)C)S1)C(=O)N)C(C)(C)C 2-[[(2S)-2-hydroxy-3,3-dimethyl-butyryl]amino]-5,5,7,7-tetramethyl-4H-thieno[2,3-c]pyran-3-carboxamide